5-(2-(difluoromethyl)-4-fluoro-3-methyl-6-oxo-3,6-dihydrochromeno[7,8-d]imidazol-8-yl)picolinonitrile FC(C1=NC2=C(N1C)C(=CC=1C(C=C(OC12)C=1C=CC(=NC1)C#N)=O)F)F